CC1=CC=C(C=2SC3=C(C21)C=CC=C3)C 1,4-dimethyl-dibenzothiophene